CC1=CC(=NC=C1)C1=CC(=NN1)NC=1N=C(C2=C(N1)C=C(O2)C2=CC=NC=C2)N2CCOCC2 N-[5-(4-methyl-2-pyridyl)-1H-pyrazol-3-yl]-4-morpholino-6-(4-pyridyl)furo[3,2-d]pyrimidin-2-amine